6-chloro-N-[3-(1-ethyl-5-{[(1-methylpiperidin-4-yl)amino]methyl}-1H-indol-2-yl)prop-2-yn-1-yl]pyridin-3-amine ClC1=CC=C(C=N1)NCC#CC=1N(C2=CC=C(C=C2C1)CNC1CCN(CC1)C)CC